FC=1C=C(C=CC1F)CC(=O)Cl 3,4-difluorophenylacetyl chloride